(5S)-2-(bicyclo[2.1.1]hexan-1-yl)-5-(3,5-difluorophenyl)-2,5,6,7-tetrahydro-3H-pyrrolo[2,1-c][1,2,4]triazol-3-one C12(CCC(C1)C2)N2N=C1N(C2=O)[C@@H](CC1)C1=CC(=CC(=C1)F)F